NC1=C(C(=CS1)C1CN(C1)C(=O)OC(C)(C)C)C#N tert-butyl 3-(5-amino-4-cyano-3-thienyl)azetidine-1-carboxylate